OCC1CC(C1)C1=CC=C(C=C1)C1C(NC(CC1)=O)=O 3-(4-(3-(hydroxymethyl)cyclobutyl)phenyl)piperidine-2,6-dione